OC1=C(C=C(C=C1)C=CC(=O)C1=C(C=C(OCC2CCN(CC2)C(=O)[O-])C=C1)C)C 4-[[4-[3-(4-hydroxy-3-methylphenyl)prop-2-enoyl]-3-methylphenoxy]methyl]piperidine-1-carboxylate